tert-butyl (3aS,5S,6aR)-5-hydroxy-3a-methylhexahydrocyclopenta[c]pyrrole-2(1H)-carboxylate O[C@@H]1C[C@]2([C@H](CN(C2)C(=O)OC(C)(C)C)C1)C